((4-(methylcarbamoyl)phenyl)amino)-7-((3-(N-methylmethylsulfonamido)pyrazin-2-yl)methyl)-7H-pyrrolo[2,3-d]pyrimidine-6-carboxamide CNC(=O)C1=CC=C(C=C1)NC=1N=CC2=C(N1)N(C(=C2)C(=O)N)CC2=NC=CN=C2N(S(=O)(=O)C)C